N1N=C(C=C1)C#N pyrazoleCarbonitrile